O=C1OCCN1[C@@H]1C(=NN(C1)C(=O)N[C@H](C)C1=NC=C(N=C1)C)C1=CC=C(C=C1)C (S)-4-(2-oxooxazolidin-3-yl)-3-(4-methylphenyl)-N-((R)-1-(5-methylpyrazin-2-yl)ethyl)-4,5-dihydro-1H-pyrazol-1-carboxamide